2-[2-(4-Nonylphenoxy)ethoxy]ethanol C(CCCCCCCC)C1=CC=C(OCCOCCO)C=C1